3-(6-(3-(4-(6-(6-((R)-2-(3-fluorophenyl)pyrrolidin-1-yl)imidazo[1,2-b]pyridazin-3-yl)pyridin-2-yl)piperazin-1-yl)prop-1-yn-1-yl)-1-methyl-1H-indazol-3-yl)piperidine-2,6-dione FC=1C=C(C=CC1)[C@@H]1N(CCC1)C=1C=CC=2N(N1)C(=CN2)C2=CC=CC(=N2)N2CCN(CC2)CC#CC2=CC=C1C(=NN(C1=C2)C)C2C(NC(CC2)=O)=O